O=C1CCCC=2C=CC(=CC12)C#N 8-oxo-5,6,7,8-tetrahydronaphthalene-2-carbonitrile